3-(dimethylamino)propyl-3-[[3-[2-[(Z)-non-3-enyl]-1-tetradecyl-hexadecoxy]-3-oxopropyl]disulfanyl]propanoate CN(CCCOC(CCSSCCC(=O)OC(C(CCCCCCCCCCCCCC)CC\C=C/CCCCC)CCCCCCCCCCCCCC)=O)C